(R)-6-chloro-3-((1-(3,6-dimethyl-4-oxo-2-phenyl-3,4-dihydropyrido[3,4-d]pyrimidin-8-yl)ethyl)amino)picolinic acid ClC1=CC=C(C(=N1)C(=O)O)N[C@H](C)C1=NC(=CC2=C1N=C(N(C2=O)C)C2=CC=CC=C2)C